BrCCCCCCN bromohexylamine